FC(C1=CC2=C(N=C(N=C2)NC2=C(C=C(C=C2)S(=O)(=O)CCCOC2CCC(CC2)CO)C)N(C1=O)C(C)C)F 6-(difluoromethyl)-2-[4-[3-[4-(hydroxymethyl)cyclohexoxy]propylsulfonyl]-2-methyl-anilino]-8-isopropyl-pyrido[2,3-d]pyrimidin-7-one